The molecule is a neolignan that consists of a 2,3-dihydro-1,4-benzodioxine ring substituted by a hydroxymethyl group at position 3, a 3-hydroxypropyl group at position 7 and a 4-hydroxy-3-methoxyphenyl group at position 2. It has been isolated from Taxus yunnanensis. It has a role as a plant metabolite. It is a neolignan, a triol, an oxacycle and a member of guaiacols. COC1=C(C=CC(=C1)[C@H]2[C@@H](OC3=C(O2)C=C(C=C3)CCCO)CO)O